C1(=CC=CC=C1)C=1C=C2C=CNC(C2=CN1)=O 6-phenyl-2H-2,7-naphthyridin-1-one